1-allyl-3-aminopropyl-imidazole tetrafluoroborate F[B-](F)(F)F.C(C=C)C(CCN)C=1NC=CN1